Cobalt oxid ethyl-2-(4-(6-(1-(2-morpholinoethyl)-1H-pyrazol-4-yl)quinoxalin-2-yl)phenyl)acetate C(C)OC(CC1=CC=C(C=C1)C1=NC2=CC=C(C=C2N=C1)C=1C=NN(C1)CCN1CCOCC1)=O.[Co]=O